N1=CN=C2NC=NC2=C1NC(O)=O.ClC1=C(C=CC(=C1)CN1CC2(CC1)CN(CC2)C2=NC=NC=C2OC2=C(C=C(C=C2)F)C2=C(C=C(C=C2)C#N)C2CC2)NC(C)=O N-(2-chloro-4-((7-(5-((4'-cyano-2'-cyclopropyl-5-fluoro-[1,1'-biphenyl]-2-yl)oxy)pyrimidin-4-yl)-2,7-diazaspiro[4.4]nonan-2-yl)methyl)phenyl)acetamide (9H-purin-6-yl)carbamate